1-(phenyl-d5)-3-phenyl-2-propanone C1(=C(C(=C(C(=C1[2H])[2H])[2H])[2H])[2H])CC(CC1=CC=CC=C1)=O